2-(1-acetylindoline-6-carbonyl)-2,7-diazaspiro[4.5]decane-6,8-dione C(C)(=O)N1CCC2=CC=C(C=C12)C(=O)N1CC2(CC1)C(NC(CC2)=O)=O